ClC1=CC(=C(C=C1)C1=NC(=NC2=C1N=C(N(C2=O)C)C)[C@@H]2C[C@@H](OCC2)C=2C=NC(=NC2)C)F 8-(4-chloro-2-fluorophenyl)-2,3-dimethyl-6-[(2R,4S)-2-(2-methylpyrimidin-5-yl)oxan-4-yl]-3H,4H-pyrimido[5,4-d][1,3]diazin-4-one